O=C1N(CC2=CC(=CC=C12)C(=O)N1CCC2=C(C=CC=C12)OC(F)(F)F)C1CNCCC1 3-(1-oxo-5-(4-(trifluoromethoxy)indoline-1-carbonyl)isoindolin-2-yl)piperidine